N-[3-(4-amino-7-methyl-7H-pyrrolo[2,3-d]pyrimidin-5-yl)-2-fluoro-phenyl]-4-bromo-2-fluoro-benzenesulfonamide NC=1C2=C(N=CN1)N(C=C2C=2C(=C(C=CC2)NS(=O)(=O)C2=C(C=C(C=C2)Br)F)F)C